1-(1-(2-cyanopyrimidin-4-yl)cyclohexyl)-3-(4'-(2-(methylamino)ethoxy)-[1,1'-biphenyl]-4-yl)urea C(#N)C1=NC=CC(=N1)C1(CCCCC1)NC(=O)NC1=CC=C(C=C1)C1=CC=C(C=C1)OCCNC